C(C)S(=O)(=O)OC=1C=NC(=NC1)C=1C=NN(C1)C 4-(5-((ethylsulfonyl)oxy)pyrimidin-2-yl)-1-methyl-1H-pyrazole